4-amino-N-((3R)-6-chloro-2,3-dihydro-1-benzofuran-3-yl)-7-fluoro-N-methyl-1,3-dihydrofuro-[3,4-c]quinoline-8-carboxamide NC1=NC=2C=C(C(=CC2C2=C1COC2)C(=O)N(C)[C@H]2COC1=C2C=CC(=C1)Cl)F